FC=1C=CC(=C(C1)B(O)O)OC 5-fluoro-2-methoxyphenylboronic acid